3-(4-(((4-((methylamino)methyl)phenyl)thio)methyl)-1H-1,2,3-triazol-1-yl)-N-((tetrahydro-2H-pyran-2-yl)oxy)benzamide CNCC1=CC=C(C=C1)SCC=1N=NN(C1)C=1C=C(C(=O)NOC2OCCCC2)C=CC1